COC(C(=O)C1=CC=CC=C1)(C1=CC=CC=C1)OC 2,2-Dimethoxy-2-phenylacetophenone